C1CC(OC1CN)C2=CC3=CC=CC=C3C=C2 2-(Aminomethyl)-5-(2''-naphthyl)tetrahydrofuran